C1(=CC=CC=C1)C1=NC(=NC(=N1)C1=CC=CC=C1)C=1C=C(C=CC1)N1C2=CC=CC=C2C=2C=C3C(=CC12)C(C1=CC=CC=C13)(C)C 5-[3-(4,6-diphenyl-1,3,5-triazine-2-yl)phenyl]-7,7-dimethyl-5H,7H-indeno[2,1-b]carbazole